OC(C)(C)C1=NN2C(NC3=C(C2=O)CN(C3=O)C(C)C)=C1 2-(2-hydroxy-prop-2-yl)-6-(prop-2-yl)-6,7-dihydro-4H-pyrazolo[1,5-a]pyrrolo[3,4-d]pyrimidine-5,8-dione